C12CC(CC(N1)C2)C=2C=C(C(=C1C(N(C(C21)=O)C2C(NC(CC2)=O)=O)=O)F)F 7-(6-azabicyclo[3.1.1]heptan-3-yl)-2-(2,6-dioxopiperidin-3-yl)-4,5-difluoroisoindoline-1,3-dione